C(C)(C)(C)OC(=O)N1C(CC(C1)(F)F)C=1C=C(C(=O)O)C=C(C1)F 3-(1-(tert-butoxycarbonyl)-4,4-difluoropyrrolidin-2-yl)-5-fluorobenzoic acid